Cl.N[C@@H]1CN(CC1)C1=C2C(=NC3=CC=C(C=C13)C1=CC(=NC=C1)NC(=O)C1CC1)C1=C(CCC2)C=CC=C1 (S)-N-(4-(8-(3-aminopyrrolidin-1-yl)-6,7-dihydro-5H-benzo[6,7]cyclohepta[1,2-b]quinolin-10-yl)pyridin-2-yl)cyclopropanecarboxamide hydrochloride